N-(7-ethoxy-4-((2-fluoro-4-((2-(4-methylthiazol-2-yl)pyridin-4-yl)oxy)phenyl)amino)quinazolin-6-yl)acrylamide C(C)OC1=C(C=C2C(=NC=NC2=C1)NC1=C(C=C(C=C1)OC1=CC(=NC=C1)C=1SC=C(N1)C)F)NC(C=C)=O